BrC=1C=C2C(=C(C=NC2=CC1)S(=O)(=O)N1CCOCC1)NC1=C(C(=O)O)C(=CC=C1)O 2-[(6-bromo-3-morpholinosulfonyl-4-quinolinyl)amino]-6-hydroxy-benzoic acid